BrC1=CC=CC(=N1)C1=CN=C2N1N=C(C(=C2)OC)C=2C=NN(C2)C2OCCCC2 3-(6-bromo-2-pyridyl)-7-methoxy-6-(1-tetrahydropyran-2-ylpyrazol-4-yl)imidazo[1,2-b]pyridazine